(S)-2,4,6-trimethylphenyl-(2-naphthyl)phosphorus oxide CC1=C(C(=CC(=C1)C)C)[P](C1=CC2=CC=CC=C2C=C1)=O